(trans)-2-((2-((1-hydroxy-1,3-dihydrobenzo[c][1,2]oxaborol-5-yl)amino)-5-methylpyrimidin-4-yl)amino)cyclopentane-1-carbonitrile OB1OCC2=C1C=CC(=C2)NC2=NC=C(C(=N2)N[C@H]2[C@@H](CCC2)C#N)C